CC12C3C2CC([C@]1(C)C/C=C/C=O)C3 (+)-(2E)-4-[(3S)-2,3-dimethyltricyclo[2.2.1.0~2,6~]hept-3-yl]-2-butenal